CN1C(N(C(=C(C1=O)[C@@H]1O[C@@H]([C@H]([C@@H]([C@H]1O)O)O)CO)[O-])C)=O.[Na+] sodium 1,3-dimethyl-2,6-dioxo-5-[(2S,3R,4R,5S,6R)-3,4,5-trihydroxy-6-(hydroxy-methyl)tetrahydro-2H-pyran-2-yl]-1,2,3,6-tetrahydropyrimidin-4-olate